(3S)-1-chloro-3-tert-butoxycarbonylamino-4-phenyl-2-butanone ClCC([C@H](CC1=CC=CC=C1)NC(=O)OC(C)(C)C)=O